C(#N)C=1C(=NC=CC1C(F)(F)F)NC12CC(C1)(C2)C(C(=O)NC2=CC=C(C=C2)F)C 2-(3-{[3-cyano-4-(trifluoromethyl)pyridin-2-yl]amino}bicyclo[1.1.1]pentan-1-yl)-N-(4-fluorophenyl)propanamide